5-(3,3-Difluorocyclohexyl)-2-methyl-1,2,3,4-tetrahydroisoquinolin-7-amine FC1(CC(CCC1)C1=C2CCN(CC2=CC(=C1)N)C)F